(6S)-6-[2-Chloro-3-(5-chloro-pyridin-3-yl)phenyl]-3-[(1R*,3R*)-4,4-difluoro-3-hydroxycyclohexyl]-2-imino-6-methylhexahydro-pyrimidin-4-one hydrochloride Cl.ClC1=C(C=CC=C1C=1C=NC=C(C1)Cl)[C@@]1(CC(N(C(N1)=N)[C@H]1C[C@H](C(CC1)(F)F)O)=O)C |o1:22,24|